FC(C1=C(C(C2=CC=C(C=C2)Cl)OC2CN(C2)C(=O)NCCC)C=CC=C1)(F)F 3-[2-(trifluoromethyl)-4'-chlorobenzhydryloxy]-N-(n-propyl)azetidine-1-carboxamide